CC1=C(C=NC=C1)C1CN(C1)C(=O)[C@@H]1CC[C@H]2N1C(CC[C@H]1[C@H](C2)C1)=O (3S,6S,7aR,8aS,9aR)-3-(3-(4-methylpyridin-3-yl)azetidine-1-carbonyl)-5-oxodecahydro-1H-cyclopropa[d]pyrrolo[1,2-a]azocin